4-[4-(9H-carbazol-9-yl)phenyl]benzofuro[3,2-d]pyrimidine C1=CC=CC=2C3=CC=CC=C3N(C12)C1=CC=C(C=C1)C=1C2=C(N=CN1)C1=C(O2)C=CC=C1